(2S,3R)-2-amino-3-(6-fluoro-2,3-dimethylphenyl)butanoic acid N[C@H](C(=O)O)[C@H](C)C1=C(C(=CC=C1F)C)C